4-(8-oxa-3-aza-bicyclo[3.2.1]oct-3-yl)-3-fluoroaniline C12CN(CC(CC1)O2)C2=C(C=C(N)C=C2)F